C(C)(C)(C)OC(=O)N1C[C@H](CC1)CNC(=O)C1=NN(C=N1)C1=CC(=CC=C1)C#N (R)-3-((1-(3-cyanophenyl)-1H-1,2,4-triazole-3-carboxamido)methyl)-pyrrolidine-1-carboxylic acid tert-butyl ester